N-[rel-(4S,5R)-3-(aminomethyl)-7-ethyl-4-(4-fluorophenyl)-6-oxo-1-phenyl-4,5-dihydropyrazolo[3,4-b]pyridine-5-yl]-3-(trifluoromethyl)benzamide NCC1=NN(C=2N(C([C@@H]([C@H](C21)C2=CC=C(C=C2)F)NC(C2=CC(=CC=C2)C(F)(F)F)=O)=O)CC)C2=CC=CC=C2 |o1:8,9|